C1(CC1)C1=CC=2N(C=C1)C(=CN2)C2=CC=CC(=N2)N[C@H]2CNC[C@@H]2F 6-(7-cyclopropylimidazo[1,2-a]pyridin-3-yl)-N-((3S,4S)-4-fluoropyrrolidin-3-yl)pyridin-2-amine